(R)-1-benzyl-5-methyl-1,4-diazepane C(C1=CC=CC=C1)N1CCN[C@@H](CC1)C